(2S,4R)-1-[(2S)-2-(4-cyclopropyltriazol-1-yl)-3,3-dimethyl-butanoyl]-4-hydroxy-N-(2-hydroxy-2-thiazol-5-yl-ethyl)pyrrolidine-2-carboxamide C1(CC1)C=1N=NN(C1)[C@H](C(=O)N1[C@@H](C[C@H](C1)O)C(=O)NCC(C1=CN=CS1)O)C(C)(C)C